1-[(R)-tetrahydrofuran-3-yl]-3-{[4-(2-amino-8-methoxy-4-quinazolinyl)-1H-1,2,3-triazol-1-yl]methyl}-1H-pyridin-2-one O1C[C@@H](CC1)N1C(C(=CC=C1)CN1N=NC(=C1)C1=NC(=NC2=C(C=CC=C12)OC)N)=O